5,5-bis(5-methyl-2-furyl)-2-pentanone CC1=CC=C(O1)C(CCC(C)=O)C=1OC(=CC1)C